O[C@@H]1[C@@H](O[C@@H]([C@H]1O)CO)N1C(N=CC=C1)=O 1-((2R,3S,4S,5R)-3,4-dihydroxy-5-(hydroxymethyl)tetrahydrofuran-2-yl)-2-oxo-1,2-dihydropyrimidin